tert-butyl 4-((2-(dimethylamino)ethyl)(methyl)carbamoyl)piperazine-1-carboxylate CN(CCN(C(=O)N1CCN(CC1)C(=O)OC(C)(C)C)C)C